ClC1=CC(=C(N=N1)C(=O)NC([2H])([2H])[2H])NC1=C(C(=CC=C1)C1=NC=C(N=C1)N(C(C)=O)C)OC 6-chloro-4-((2-methoxy-3-(5-(N-methylacetamido)pyrazin-2-yl)phenyl)amino)-N-trideuteromethylpyridazine-3-carboxamide